C(CCCCCCCCCCCCCCCCCCCCC)OC=1C=C(COC(CNC(=O)C2=CC=C(C=C2)C2=C(C=CC=C2)NN)=O)C=C(C1)OCCCCCCCCCCCCCCCCCCCCCC (S)-2-(2-(4-((2-((3,5-bis(docosyloxy)benzyl)oxy)-2-oxoethyl)carbamoyl)phenyl)phenyl)hydrazine